BrC1=CC2=C(C(CO2)C(=O)OC)C=C1 methyl 6-bromo-2,3-dihydrobenzofuran-3-carboxylate